CO[C@@H]1C[C@H](C1)N1C(N(C=2N=NC=3C=CC(=CC3C21)C=2C=NC(=CC2)[C@@H](C)OCCN2C[C@@H](CC2)OC)C)=O 1-(trans-3-methoxycyclobutyl)-8-(6-((R)-1-(2-((R)-3-methoxypyrrolidin-1-yl)ethoxy)ethyl)pyridin-3-yl)-3-methyl-1H-imidazo[4,5-c]cinnolin-2(3H)-one